6-(Azetidin-1-yl)-4-fluoro-N-{5-methyl-2-[(propan-2-yl)oxy]benzene-1-sulfonyl}-1-benzofuran-2-carboxamide N1(CCC1)C1=CC2=C(C=C(O2)C(=O)NS(=O)(=O)C2=C(C=CC(=C2)C)OC(C)C)C(=C1)F